OC=1C=C(C=CC1O)\C=C/C(=O)C1=C(C=C(C=C1O)O)O (Z)-3-(3,4-Dihydroxyphenyl)-1-(2,4,6-trihydroxyphenyl)prop-2-en-1-one